2-dimethylphosphoryl-4-methoxy-N-prop-2-ynyl-pyrimidin-5-amine CP(=O)(C)C1=NC=C(C(=N1)OC)NCC#C